CC(C)(C)[S@@](=O)\N=C(\CCCC=C)/C1=CC=C(C=C1)C1=C(N=CS1)C (R,Z)-2-methyl-N-(1-(4-(4-methylthiazol-5-yl)phenyl)hex-5-en-1-ylidene)propane-2-sulfinamide